NC[C@H](C)NC1=CC=C(C(=O)N)C=C1 4-{[(2S)-1-aminopropan-2-yl]amino}benzamide